N1(CCC1)CCC=1C(=CC(N(C1)C(C(=O)N[C@@H](CC(=O)O)C=1C=C(C=C(C1F)C)C1=C(C(=CC=C1C#N)C)C)CC(C)C)=O)C(F)(F)F (3S)-3-(2-(5-(2-(azetidin-1-yl)ethyl)-2-oxo-4-(trifluoromethyl)pyridin-1(2H)-yl)-4-methylpentanamido)-3-(6'-cyano-4-fluoro-2',3',5-trimethyl-[1,1'-biphenyl]-3-yl)propanoic acid